N1=C(C=CC=2CCCNC12)CCCCOCC[C@H](NC(=O)C1=C(N(C(C=C1C)=O)C)C)C(=O)O O-(4-(5,6,7,8-tetrahydro-1,8-naphthyridin-2-yl)butyl)-N-(1,2,4-trimethyl-6-oxo-1,6-dihydropyridine-3-carbonyl)homoserine